CC1=CC=C(C=C1)S(=O)(=O)C(C1=C(C=CC=C1)F)[N+]#[C-] alpha-(p-toluenesulfonyl)-2-fluorobenzyl isonitrile